2-methyl-5-[(4-methyl-1,3-thiazol-5-yl)methoxy]-N-[(5-oxopyrrolidin-2-yl)methyl]-2H-indazole-3-carboxamide CN1N=C2C=CC(=CC2=C1C(=O)NCC1NC(CC1)=O)OCC1=C(N=CS1)C